Racemic-3-(isoquinolin-4-yl)-1-(2-methylpyrimidin-5-yl)-2-oxoimidazoline-4-carbonitrile C1=NC=C(C2=CC=CC=C12)N1C(N(C[C@@H]1C#N)C=1C=NC(=NC1)C)=O |r|